4,4-bis(((5Z)-oct-5-enyl)oxy)butanoic acid C(CCC\C=C/CC)OC(CCC(=O)O)OCCCC\C=C/CC